CNC1=NNC2=NC=C(C=C21)C(=O)OC methyl 3-(methylamino)-1H-pyrazolo[3,4-b]pyridine-5-carboxylate